C1(=CC=CC=C1)/C=C/C(=O)N(CC1OCCC1)C1=NC=CC=C1 (E)-3-phenyl-N-(2-pyridyl)-N-(tetrahydrofuran-2-ylmethyl)prop-2-enamide